4,4-dimethylheptamethylenediamine CC(CCCN)(CCCN)C